3-((4-(5-(chlorodifluoromethyl)-1,2,4-oxadiazol-3-yl)benzyl)(methyl)amino)-4-((4-methoxybenzyl)amino)cyclobut-3-ene-1,2-dione ClC(C1=NC(=NO1)C1=CC=C(CN(C=2C(C(C2NCC2=CC=C(C=C2)OC)=O)=O)C)C=C1)(F)F